C(=O)(O)C1=CC=C(C=C1)C=1C=C(C=C(C1)C1=CC=C(C=C1)C(=O)O)C1=CC(=CC(=C1)C1=CC(=CC(=C1)C1=CC=C(C=C1)C(=O)O)C1=CC=C(C=C1)C(=O)O)C1=CC(=CC(=C1)C1=CC=C(C=C1)C(=O)O)C1=CC=C(C=C1)C(=O)O 1,3,5-tris(3,5-bis(4-carboxyphenyl)phenyl)benzene